4-(Hydroxymethyl)-1H-benzo[cd]indol-2-one OCC=1C=C2C3=C(C(NC3=CC=C2)=O)C1